FC(CCCOC1=NSN=C1C=1CN(CCC1)C([2H])([2H])[2H])(C(C(F)(F)F)(F)F)F 3-((4,4,5,5,6,6,6-heptafluorohexyl)oxy)-4-(1-(methyl-d3)-1,2,5,6-tetrahydropyridin-3-yl)-1,2,5-thiadiazole